5-(cyclopropylmethyl)-4-(6-cyclopropylpyridin-3-yl)-2-(2-methyl-2H-indazol-5-yl)-7-(prop-1-en-2-yl)-2H,3H,5H-pyrrolo[3,2-c]pyridazin-3-one C1(CC1)CN1C=C(C2=NN(C(C(=C21)C=2C=NC(=CC2)C2CC2)=O)C2=CC1=CN(N=C1C=C2)C)C(=C)C